trimethylhexamethylenediurethane CC(OC(N(CCCCCCNC(=O)OCC)C)=O)(C)C